The molecule is an amino cyclitol that is (1R,2S,3S,4S,6R)-4-amino-6-(hydroxymethyl)cyclohexane-1,2,3-triol in which one of the hydrogens attached to the nitrogen is replaced by a (1R,4R,5R,6S)-4,5,6-trihydroxy-3-(hydroxymethyl)cyclohex-2-en-1-yl group. It has a role as an EC 3.2.1.28 (alpha,alpha-trehalase) inhibitor, a bacterial metabolite, an antibiotic insecticide and an animal metabolite. It is an amino cyclitol and a secondary amino compound. It derives from a validamine. It is a conjugate base of a validoxylamine A(1+). C1[C@@H]([C@H]([C@@H]([C@H]([C@H]1N[C@H]2C=C([C@H]([C@@H]([C@H]2O)O)O)CO)O)O)O)CO